C(C)(C)(C)OC(=O)N1C2=C(OCC1)N=CC(=C2C)N2CC=1C=C(N=CC1CC2)NC2=CC(=C(C(=O)O)C=C2)C 4-[(6-{1-[(tert-butoxy)carbonyl]-8-methyl-1H,2H,3H-pyrido[2,3-b][1,4]oxazin-7-yl}-5,6,7,8-tetrahydro-2,6-naphthyridin-3-yl)amino]-2-methylbenzoic acid